2-(2,5-dibromo-3-thienyl)ethanol BrC=1SC(=CC1CCO)Br